(1R,5S,6r)-6-{[2-(2-pyridyl)hydrazino]carbonyl}-3-azabicyclo[3.1.0]hexane-3-carboxylic acid tert-butyl ester C(C)(C)(C)OC(=O)N1C[C@H]2C([C@H]2C1)C(=O)NNC1=NC=CC=C1